2-(chloromethyl)-5-[(1E)-2-(3-(dimethylamino)phenyl)vinyl]-1,3,4-oxadiazole ClCC=1OC(=NN1)\C=C\C1=CC(=CC=C1)N(C)C